S1C(=NC2=C1C=CC=C2)SC(C(=O)O)CC(=O)O 2-(1,3-benzothiazol-2-ylthio)succinic acid